C(C)(=O)C=1C=C(C=CC1)C1=CC=CC=C1 3-acetylbiphenyl